FC1=C(C=CC=C1)C=1C(=NC2=CC=C(C=C2C1)NC(=O)NCC(CC)O)C1=CC(=CC=C1)F 1-(3-(2-fluorophenyl)-2-(3-fluorophenyl)quinolin-6-yl)-3-(2-hydroxybutyl)urea